FC(O[C@@H]1C[C@H](N(C1)C(CNC(C1=CC=C(C=C1)OC1=CC=C(C=C1)C(F)F)=O)=O)C(=O)O)F (2S,4R)-4-(difluoromethoxy)-1-((4-(4-(difluoromethyl)phenoxy)benzoyl)glycyl)pyrrolidine-2-carboxylic acid